2-(1,1-difluoro-2-hydroxyethyl)-1H-pyrrole FC(CO)(F)C=1NC=CC1